lithium sodium borohydride [BH4-].[Na+].[Li+].[BH4-]